FC1=C(C=CC(=C1)OCCOC)N1CCN(CC1)CC1CN(CCC1)C1=NC=2N(C(=N1)N)N=C(N2)C=2OC=CC2 5-(3-((4-(2-fluoro-4-(2-methoxyethoxy)phenyl)piperazin-1-yl)methyl)piperidin-1-yl)-2-(furan-2-yl)-[1,2,4]triazolo[1,5-a][1,3,5]triazine-7-amine